FC1=CC=C(C=C1)[C@H](C(C)C)NC(CN1N=CC=2N(C1=O)C=CC2)=O (S)-N-(1-(4-fluorophenyl)-2-methylpropyl)-2-(4-oxopyrrolo[1,2-d][1,2,4]triazin-3(4H)yl)acetamide